C1(=CC=CC=C1)B1OB(OB(O1)C1=CC=CC=C1)C1=CC=CC=C1 2,4,6-triphenylcyclotriboroxane